3-(3-((6-(2,4,5-trifluorophenethoxy)pyridin-3-yl)methyl)isoxazol-5-yl)pyridin-2-amine FC1=C(CCOC2=CC=C(C=N2)CC2=NOC(=C2)C=2C(=NC=CC2)N)C=C(C(=C1)F)F